NC1=NC(=C(C2=C1N=C(N2C)COCC)SC=2C=CC(=C(C2)O)CN(C)C)C 5-[4-amino-2-(ethoxymethyl)-1,6-dimethyl-imidazo[4,5-c]pyridin-7-yl]sulfanyl-2-[(dimethylamino)methyl]phenol